[N+](=O)([O-])C1=CC=C(C=C1)N1CCC(CC1)OC(=O)Cl [1-(4-nitrophenyl)-4-piperidyl]carbonochloridate